C(C=C)(=O)OC(CCCCCCCCC)(C(=O)O)C(=O)O acryloxydecane-1,1-dicarboxylic acid